Cl.O1C(=NC=C1)[C@@H](C)N (R)-1-(oxazol-2-yl)ethan-1-amine hydrochloride